4-((4bS,5R,6S,7aR)-6-((dimethylamino)methyl)-4b,5-dihydroxy-4-methoxy-7-phenyl-4b,5,6,7-tetrahydro-7aH-cyclopenta[4,5]furo[2,3-c]pyridin-7a-yl)benzonitrile CN(C)C[C@@H]1C([C@]2([C@](C3=C(C=NC=C3OC)O2)([C@@H]1O)O)C1=CC=C(C#N)C=C1)C1=CC=CC=C1